C1CCC12CN(CC2)CC#N 2-(6-azaspiro[3.4]oct-6-yl)acetonitrile